FC=1C=2N(C=C(C1)NC(=O)C1=CC=C(C3=CN(N=C13)CCCOC)N1CCN(CC1)C(=O)OC(C)(C)C)C=C(N2)C tert-butyl 4-[7-({8-fluoro-2-methylimidazo[1,2-a]pyridin-6-yl}carbamoyl)-2-(3-methoxypropyl)indazol-4-yl]piperazine-1-carboxylate